[Si](C)(C)(C(C)(C)C)OC=1C=C(C=CC1C1OCCO1)CN 1-{3-[(tert-butyldimethylsilyl)oxy]-4-(1,3-dioxolan-2-yl)phenyl}methanamine